NC1=NC(=NC=C1[C@@H](C)N1N=CC(=C1)NC(=O)C1=NC(=CN=C1)C1=C(C(=CC=C1C(F)F)Cl)F)N1C([C@@H]2C[C@@H]2C1)=O N-(1-((R)-1-(4-Amino-2-((1R,5S)-2-oxo-3-azabicyclo[3.1.0]hexan-3-yl)pyrimidin-5-yl)ethyl)-1H-pyrazol-4-yl)-6-(3-chloro-6-(difluoromethyl)-2-fluorophenyl)pyrazine-2-carboxamide